C(C)OC(CC1=C(C=C(C=C1)CNC(CC(C)C)=O)OCC=1C=C(C2=C(C=CO2)C1)Br)=O 2-(2-((7-bromobenzofuran-5-yl)methoxy)-4-((3-methylbutanamido)methyl)phenyl)acetic acid ethyl ester